COC1=CC2=C(N(C=N2)C2=CC=C(C(=N2)NCCC2=CC=CC=C2)C(=O)N)C=C1OC 6-(5,6-dimethoxybenzimidazol-1-yl)-2-(2-phenylethylamino)pyridine-3-carboxamide